L-ascorbic acid nervonate C(CCCCCCCCCCCCC\C=C/CCCCCCCC)(=O)O.O=C1C(O)=C(O)[C@H](O1)[C@@H](O)CO